(2-amino-3-(3-(4-(((2-methylpyrimidin-4-yl)amino)methyl)benzyl)isoxazol-5-yl)pyridin-1-ium-1-yl)methyl hydrogen phosphate P(=O)(OC[N+]1=C(C(=CC=C1)C1=CC(=NO1)CC1=CC=C(C=C1)CNC1=NC(=NC=C1)C)N)(O)[O-]